OC1=CC=C(C=C1)N(C(=N)N)C 1-(4-hydroxyphenyl)-1-methylguanidine